N-methyl-6-[4-[1-(oxan-2-yl)pyrazol-4-yl]-1H-indazol-7-yl]-N-(2,2,6,6-tetramethylpiperidin-4-yl)pyridazin-3-amine CN(C=1N=NC(=CC1)C=1C=CC(=C2C=NNC12)C=1C=NN(C1)C1OCCCC1)C1CC(NC(C1)(C)C)(C)C